C(#N)C1CCN(CC1)CCONC(=O)C1=CC=C(C=C1)N\C(=C\1/C(NC2=CC(=CC=C12)C(=O)OC)=O)\C1=CC=CC=C1 (Z)-Methyl 3-(((4-((2-(4-cyanopiperidin-1-yl)ethoxy)carbamoyl)phenyl)amino)(phenyl)methylene)-2-oxoindoline-6-carboxylate